(5-(2,6-dioxopiperidin-3-yl)-2-fluoropyridin-3-yl)methyl methanesulfonate CS(=O)(=O)OCC=1C(=NC=C(C1)C1C(NC(CC1)=O)=O)F